C(C)OP(=O)(OCC)C(C=1C=C2C=CC(=CC2=CC1)C(=O)OC)(F)F Methyl 6-((diethoxyphosphoryl)difluoromethyl)-2-naphthoate